(R)-N-(4-(3-(2-hydroxypropan-2-yl)pyrrolidin-1-yl)pyridin-2-yl)-6-(1-methyl-1H-pyrazol-4-yl)picolinamide OC(C)(C)[C@H]1CN(CC1)C1=CC(=NC=C1)NC(C1=NC(=CC=C1)C=1C=NN(C1)C)=O